ClC1=NC=NC(=C1C#N)NC1=C(C=CC(=C1)[N+](=O)[O-])N1CCN(CC1)C 4-chloro-6-((2-(4-methylpiperazin-1-yl)-5-nitrophenyl)amino)pyrimidine-5-carbonitrile